NCC1=CNC(N1[C@@H]1CC2=CC(=CC(=C2CC1)F)F)=S 5-(Aminomethyl)-1-[(2S)-5,7-difluoro-1,2,3,4-tetrahydro-2-naphthalenyl]-1,3-dihydro-2H-imidazole-2-thione